N1N=NC2=C1C=CC(=C2)CN2C(C1=CC=CC=C1C2CC2=NN(C=C2Cl)C2CC2)=O 2-((1H-benzo[d][1,2,3]triazol-5-yl)methyl)-3-((4-chloro-1-cyclopropyl-1H-pyrazol-3-yl)methyl)isoindolin-1-one